rac-(1S*,2S*)-2-(6-cyano-2-fluoro-3-methoxyphenyl)-N-(6-(((6-cyclopropylimidazo[1,2-a]pyridin-2-yl)methyl)amino)pyrimidin-4-yl)cyclopropane-1-carboxamide, formic acid salt C(=O)O.C(#N)C1=CC=C(C(=C1[C@@H]1[C@H](C1)C(=O)NC1=NC=NC(=C1)NCC=1N=C2N(C=C(C=C2)C2CC2)C1)F)OC |r|